(6-(3-(dimethylamino)propyl)pyridin-3-yl)boric acid CN(CCCC1=CC=C(C=N1)OB(O)O)C